ClC=1C=C(C=C(C1)C=1C=NC2=CC=CN=C2C1)[C@@H]1N(C[C@H](NC1)C)C(C)=O trans-1-(2-(3-chloro-5-(1,5-naphthyridin-3-yl)phenyl)-5-methylpiperazin-1-yl)ethan-1-one